(R)-3-(6-(((3R,4R)-1-(5-chloro-4-((7-fluoro-1-methyl-2-oxoindolin-5-yl)amino)pyrimidin-2-yl)-3-methylpiperidin-4-yl)amino)-1-methyl-1H-indazol-3-yl)piperidine-2,6-dione ClC=1C(=NC(=NC1)N1C[C@H]([C@@H](CC1)NC1=CC=C2C(=NN(C2=C1)C)[C@@H]1C(NC(CC1)=O)=O)C)NC=1C=C2CC(N(C2=C(C1)F)C)=O